10H-pyridazino[1',6':4,5]pyrazino[2,1-c][1,4]oxazine-3,5-dione N1=CC(C=C2N1C=C1COC=CN1C2=O)=O